1-[(2R,4S,5R)-5-{[(tert-butyldimethylsilyl)oxy]methyl}-5-(chloromethyl)-4-fluorooxolan-2-yl]-5-methyl-3H-pyrimidine-2,4-dione [Si](C)(C)(C(C)(C)C)OC[C@@]1([C@H](C[C@@H](O1)N1C(NC(C(=C1)C)=O)=O)F)CCl